(4-tert-butylphenyl)(6-bromo-2,3,4-trihydroxyphenyl)methanone C(C)(C)(C)C1=CC=C(C=C1)C(=O)C1=C(C(=C(C=C1Br)O)O)O